(2S,3R,5R)-benzhydryl 3-formyl-3-methyl-7-oxo-4-thia-1-azabicyclo[3.2.0]heptane-2-carboxylate-4,4-dioxide C(=O)[C@]1([C@@H](N2C(C[C@H]2S1(=O)=O)=O)C(=O)OC(C1=CC=CC=C1)C1=CC=CC=C1)C